FC(OC1=CC=CC=2C(N([C@H]3C=4N([C@@H](C21)C3)C3=C(N4)C=C(C(=C3)C=3C=NC(=CC3C)P(=O)(C)C)F)C([2H])([2H])[2H])=O)F (7R,14R)-1-(difluoromethoxy)-11-(6-(dimethylphosphoryl)-4-methylpyridin-3-yl)-10-fluoro-6-(methyl-d3)-6,7-dihydro-7,14-methanobenzo[f]benzo[4,5]imidazo[1,2-a][1,4]diazocin-5(14H)-one